COC1=CC=C(C=N1)C=1C=C2C(=NC=NC2=CC1)NC(C)C1=CC=CC=C1 6-(6-methoxypyridin-3-yl)-N-(1-phenylethyl)quinazolin-4-amine